2-bromo-4,6-dimethoxypyridine BrC1=NC(=CC(=C1)OC)OC